3-{3-tert-butyl-1-[4-(propan-2-yl)phenyl]-1H-pyrazol-5-yl}-1-[2-fluoro-4-(tetramethyl-1,3,2-dioxaborolan-2-yl)phenyl]urea C(C)(C)(C)C1=NN(C(=C1)NC(NC1=C(C=C(C=C1)B1OC(C(O1)(C)C)(C)C)F)=O)C1=CC=C(C=C1)C(C)C